BrC=1C=CC2=C(C(OC3=CC(=CC=C23)O)=O)C1 8-bromo-3-hydroxy-6H-benzo[c]chromen-6-one